ClC=1C(=NC(=NC1)N1C[C@H](NCC1)C)N1CC(C1)C(=O)NCC1=CN=C2N1C=CC=C2 1-{5-chloro-2-[(3R)-3-methylpiperazin-1-yl]pyrimidin-4-yl}-N-{imidazo[1,2-a]pyridin-3-ylmethyl}azetidine-3-carboxamide